N1(CCCC1)C1=NC(=CC(=N1)N1CCN(CC1)CC(=O)[C@H]1CC[C@H]2[C@@H]3CCC4=CC(C=C[C@@]4(C3=CC[C@]12C)C)=O)N1CCCC1 (8S,10S,13S,14S,17S)-17-[2-[4-(2,6-dipyrrolidin-1-ylpyrimidin-4-yl)piperazin-1-yl]acetyl]-10,13-dimethyl-6,7,8,12,14,15,16,17-octahydrocyclopenta[A]phenanthren-3-one